(5-amino-7-methoxyimidazo[1,2-c]quinazolin-2-yl)((3aR,4R,7S,7aS)-octahydro-2H-4,7-methanoisoindol-2-yl)methanone NC1=NC=2C(=CC=CC2C=2N1C=C(N2)C(=O)N2C[C@H]1[C@H]3CC[C@@H]([C@H]1C2)C3)OC